(1S,2R,3S,4R,5S)-2,3-dihydroxy-4-(2-((4-(hydroxymethyl)phenyl)ethynyl)-6-(methylamino)-9H-purin-9-yl)-N-methylbicyclo[3.1.0]hexane-1-carboxamide O[C@@H]1[C@@]2(C[C@@H]2[C@H]([C@@H]1O)N1C2=NC(=NC(=C2N=C1)NC)C#CC1=CC=C(C=C1)CO)C(=O)NC